6-(2-amino-5-(4-((1R,5S)-3-methyl-3-azabicyclo[3.1.0]hexan-1-yl)phenyl)pyridin-3-yl)-7-fluoro-3,4-dihydroisoquinolin-1(2H)-one NC1=NC=C(C=C1C=1C=C2CCNC(C2=CC1F)=O)C1=CC=C(C=C1)[C@@]12CN(C[C@H]2C1)C